Tert-butyl (R)-6-(3-(2,2-dimethyl-4-(2-morpholinoethoxy)piperidin-1-yl)-5-methyl-1H-pyrazol-1-yl)-2-azaspiro[3.3]heptane-2-carboxylate CC1(N(CC[C@H](C1)OCCN1CCOCC1)C1=NN(C(=C1)C)C1CC2(CN(C2)C(=O)OC(C)(C)C)C1)C